2-chloro-6-(1-methylpiperidin-4-yl)-pyridine ClC1=NC(=CC=C1)C1CCN(CC1)C